2-Methoxy-5-pyridinylboronic acid COC1=NC=C(C=C1)B(O)O